(R)-N-((R)-1-(benzofuran-5-yl)propan-2-yl)-2-methylpropane-2-sulfinamide O1C=CC2=C1C=CC(=C2)C[C@@H](C)N[S@](=O)C(C)(C)C